3,4-dihydro-2H-pyrrolo[3',2':5,6]pyrido[2,3-b][1,4]oxazepin N1=C2C(OCCC1)=NC=1C(=C2)C=CN1